FC(CN1N=NC(=C1)C(=O)NC)CCN1N=NC(=C1)C(NCC1=NC=CC(=C1)C(F)(F)F)=O 1-{2-fluoro-4-[4-({[4-(trifluoromethyl)pyridin-2-yl]methyl}carbamoyl)-1H-1,2,3-triazol-1-yl]butyl}-N-methyl-1H-1,2,3-triazole-4-carboxamide